COC1C[C@H](OC1)CN ((2S)-4-Methoxytetrahydrofuran-2-yl)methylamine